C(#N)C1=C(C=C(OC2C(C(C2(C)C)NC(OC(C)(C)C)=O)(C)C)C=C1C)C tert-butyl N-[(1r,3r)-3-(4-cyano-3,5-dimethylphenoxy)-2,2,4,4-tetramethylcyclobutyl]carbamate